di-triethylphenylammonium maleate C(\C=C/C(=O)[O-])(=O)[O-].C(C)[N+](C1=CC=CC=C1)(CC)CC.C(C)[N+](C1=CC=CC=C1)(CC)CC